BrC1=C2CN(CC2=C(C(=C1OCCCOC=1C=C2CN(CC2=CC1OC)C(C[C@@H](C(=O)O)C)=O)OC)Br)C(C[C@H](C)C(=O)O)=O (S)-4-(5-(3-((4,7-dibromo-2-((S)-3-carboxybutanoyl)-6-methoxyisoindolin-5-yl)oxy)propoxy)-6-methoxyisoindolin-2-yl)-2-methyl-4-oxobutanoic acid